F[C@H]([C@](C)(F)C=1C=C(C=CC1)N1C(C2=CC=CC(=C2C1)C(F)(F)F)=O)C1=NN=CN1C |r| Racemic-2-[3-[(1S,2R)-1,2-difluoro-1-(4-methyl-4H-1,2,4-triazol-3-yl)propan-2-yl]phenyl]-4-(trifluoromethyl)-2,3-dihydro-1H-isoindol-1-one